CN(/C=C/C1=C(C=C(C(=N1)NCC1=CC=C(C=C1)OC)C(F)(F)F)[N+](=O)[O-])C 6-[(E)-2-(dimethylamino)vinyl]-N-[(4-methoxyphenyl)methyl]-5-nitro-3-(trifluoromethyl)pyridin-2-amine